3-((4-((1R,5S)-3,8-diazabicyclo[3.2.1]octan-3-yl)-8-fluoro-7-(3-hydroxynaphthalen-1-yl)quinazolin-2-yl)oxy)propanoic acid [C@H]12CN(C[C@H](CC1)N2)C2=NC(=NC1=C(C(=CC=C21)C2=CC(=CC1=CC=CC=C21)O)F)OCCC(=O)O